tert-butyl(2-((8-carbamoyl-6-chloropyrido[3,2-d]pyrimidin-4-yl)amino)ethyl)carbamate C(C)(C)(C)OC(NCCNC=1C2=C(N=CN1)C(=CC(=N2)Cl)C(N)=O)=O